(cyclopropylmethyl)sulfinic acid C1(CC1)CS(=O)O